C1(CCC(=O)OCCCCO1)=O 4-butanediyl succinate